N-(5-((2-(2,2-dimethylpyrrolidin-1-yl)ethyl)carbamoyl)-2-methylpyridin-3-yl)-6-(1-methyl-1H-pyrazol-4-yl)pyrazolo[1,5-a]pyrazine-3-carboxamide CC1(N(CCC1)CCNC(=O)C=1C=C(C(=NC1)C)NC(=O)C=1C=NN2C1C=NC(=C2)C=2C=NN(C2)C)C